[Si](C1=CC=CC=C1)(C1=CC=CC=C1)(C(C)(C)C)OCC[C@@H](NC)C(=O)NC1=CC=C2C(=N1)C=NN2C(=O)OC(C)(C)C tert-Butyl 5-({O-[tert-butyl(diphenyl)silyl]-N-methyl-D-homoseryl}amino)-1H-pyrazolo[4,3-b]pyridine-1-carboxylate